C1(CCCC1)OC(C=C)=O Cyclopentylacrylate